(S)-(6-((5-bromo-2-((9-methoxy-3-methyl-1,2,3,4,4a,5-hexahydrobenzo[b]pyrazino[1,2-d][1,4]oxazin-8-yl)amino)pyrimidin-4-yl)amino)quinoxalin-5-yl)dimethylphosphine oxide BrC=1C(=NC(=NC1)NC=1C(=CC2=C(OC[C@H]3N2CCN(C3)C)C1)OC)NC=1C(=C3N=CC=NC3=CC1)P(C)(C)=O